[1-(phenylsulfonyl)-1H-indol-2-yl]methanol C1(=CC=CC=C1)S(=O)(=O)N1C(=CC2=CC=CC=C12)CO